DIMETHYLSULFONE CS(=O)(=O)C